CS(=O)(=O)C1=NC=CC(=N1)C1=CN2C(O1)=NC(=C2)C2=CC=CC=C2 (2-(methylsulfonyl)pyrimidin-4-yl)-6-phenylimidazo[2,1-b]oxazole